(+/-)-1,5-dimethyl-1-vinyl-4-hexenyl acetate C(C)(=O)O[C@](CCC=C(C)C)(C=C)C |r|